ClC1=CC=C(C=C1)C1NC(NC(=C1C(=O)OC(C)C)C)=S propan-2-yl 4-(4-chlorophenyl)-6-methyl-2-sulfanylidene-3,4-dihydro-1H-pyrimidine-5-carboxylate